COC=1C=C2C(=NC(=NC2=CC1OC)C)N[C@H](C)C=1C=C(C=CC1)C1=CC(=CC=C1)C(F)(F)F 6,7-dimethoxy-2-methyl-N-{(1R)-1-[3'-(trifluorometh-yl)biphenyl-3-yl]ethyl}quinazolin-4-amine